ethylene-bis-(2-oxazoline) C(CC=1OCCN1)C=1OCCN1